CC1=NN2C(SC=C2)=C1N=O 6-methyl-7-nitrosopyrazolo[5,1-b]thiazole